ClC1=NC=C(C(=C1)C1=C(C=NC(=C1)C)C(=O)NC=1SC(=NN1)OCC1=NC=C(C=C1)OC)OC 2'-chloro-5'-methoxy-N-(5-((5-methoxypyridin-2-yl)methoxy)-1,3,4-thiadiazol-2-yl)-6-methyl-(4,4'-bipyridin)-3-carboxamide